CSC1=NN=C(S1)C=1C=2N(C3=CC=CC=C3C1)N=NC2C(=O)N (5-(methylthio)-1,3,4-thiadiazol-2-yl)-[1,2,3]triazolo[1,5-a]quinoline-3-carboxamide